C(C=C)(=O)NC[C@@H](C(=O)N1CCN(CC1)S(=O)(=O)C1=CC=CC2=C(C=CC=C12)N(C)C)NC(OCC1=CC=CC=C1)=O (S)-benzyl (3-acrylamido-1-(4-((5-(dimethylamino)naphthalen-1-yl)sulfonyl)piperazin-1-yl)-1-oxopropan-2-yl)carbamate